BrC1=C(C=C(OC2CCC(CC2)COCCN2CCN(CC2)C2=CC=C3C(=NN(C3=C2)C)C2C(NC(CC2)=O)=O)C=C1)C 3-(6-(4-(2-(((1r,4r)-4-(4-bromo-3-methylphenoxy)cyclohexyl)methoxy)ethyl)piperazin-1-yl)-1-methyl-1H-indazol-3-yl)piperidine-2,6-dione